C(C)(=O)O[C@@H]1CC2=CC[C@H]3[C@@H]4CC(C[C@@]4(C)CC[C@@H]3[C@]2(CC1)C)=O 16-oxo-androst-5-ene-3β-ol acetate